ClC1=CC2=C(N(C(C(N2C)=O)=O)C2CCN(CC2)C(=O)NC2=CC=C(C=C2)OC(F)(F)F)N=C1 4-(7-chloro-1-methyl-2,3-dioxo-2,3-dihydropyrido[2,3-b]pyrazin-4(1H)-yl)-N-(4-(trifluoromethoxy)phenyl)piperidine-1-carboxamide